C(C)(C)(C)OC(=O)N[C@H](C(=O)OCC([C@@H](O)C(NCCC(NCCSC(C)=O)=O)=O)(C)C)C (3R)-3-[(2-[[2-(acetylsulfanyl)ethyl]carbamoyl]ethyl)carbamoyl]-3-hydroxy-2,2-dimethylpropyl (2S)-2-[(tert-butoxycarbonyl)amino]propanoate